Cl.Cl.ClC=1C=C(C=NC1N1CCNCC1)C(=O)OC1=CC(=CC=C1)CN [3-(aminomethyl)phenyl] 5-chloro-6-piperazin-1-yl-pyridine-3-carboxylate dihydrochloride